Racemic-8,9-difluoro-1-(methylamino)-1,5-dihydro-2H-thiopyrano[3,4-c]isoquinolin-6(4H)-one 3,3-dioxide FC=1C(=CC=2C3=C(NC(C2C1)=O)CS(C[C@@H]3NC)(=O)=O)F |r|